5-[1-[tert-butyl-(dimethyl)silyl]oxypropyl]-3-hydroxy-pyrrolidin-2-one C(C)(C)(C)[Si](OC(CC)C1CC(C(N1)=O)O)(C)C